N-[[3,5-dichloro-2-[[3-(hydroxymethyl)-2-pyridinyl]sulfanyl]phenyl]methyl]-2-methyl-propane-2-sulfinamide ClC=1C(=C(C=C(C1)Cl)CNS(=O)C(C)(C)C)SC1=NC=CC=C1CO